N1C=NC=C1C1=C(N=C2N=C3CNCC3=CN12)C1=NC(=NN1)C(F)(F)F 12-(1H-imidazol-5-yl)-11-[3-(trifluoromethyl)-1H-1,2,4-triazol-5-yl]-1,5,8,10-tetraazatricyclo[7.3.0.03,7]dodeca-2,7,9,11-tetraene